CC=1N(C(=CC1)C)C=1SC2=C(C=NC(=C2)C2=C(C=NN2C)I)N1 2-(2,5-dimethyl-1H-pyrrol-1-yl)-6-(4-iodo-1-methyl-1H-pyrazol-5-yl)thiazolo[4,5-c]pyridine